C(C)(C)(C)OC(NC1CCC(CC1)N1C(C2=CC=CC=C2C1=O)=O)=O ((1S,4S)-4-(1,3-dioxoisoindolin-2-yl)cyclohexyl)carbamic acid tert-butyl ester